(S)-3-(1-aminoethyl)-8-((5,6-dihydro-4H-pyrrolo[1,2-b]pyrazol-2-yl)ethynyl)-2-Phenylisoquinolin-1(2H)-one N[C@@H](C)C=1N(C(C2=C(C=CC=C2C1)C#CC=1C=C2N(N1)CCC2)=O)C2=CC=CC=C2